C1C(=NC(=O)N1/N=C/C2=NC=C(O2)C3=CC=C(C=C3)Br)[O-] The molecule is the organic anion resulting from the removal of a proton from the hydrogen-bearing nitrogen atom of azumolene. It is a conjugate base of an azumolene.